COC1=C(C(=CC(=C1)C1=CN(C(C2=CN=CC=C12)=O)C)OC)CN(CC(=O)O)C 2-([[2,6-dimethoxy-4-(2-methyl-1-oxo-1,2-dihydro-2,7-naphthyridin-4-yl)phenyl]methyl](methyl)amino)acetic acid